C(CCC)OCC ethyl normal butyl ether